N-[5-(2-Cyano-6-methyl-4-pyridyl)-4-(3-cyanophenyl)thiazol-2-yl]-1-oxo-1,4-thiazinan-4-carboxamid C(#N)C1=NC(=CC(=C1)C1=C(N=C(S1)NC(=O)N1CCS(CC1)=O)C1=CC(=CC=C1)C#N)C